(-)-(R,R)-N,N'-di-[11-(ethoxycarbonyl)undecyl]-N,N',4,5-tetramethyl-3,6-dioxaoctane-diamide C(C)OC(=O)CCCCCCCCCCCN(C(CO[C@@H]([C@H](OCC(=O)N(C)CCCCCCCCCCCC(=O)OCC)C)C)=O)C